diisopropyl (2-methylaziridin-1-yl)phosphonate CC1N(C1)P(OC(C)C)(OC(C)C)=O